2-[5-(3-Fluoro-4-methoxyphenyl)-1H-pyrazol-4-yl]-8-methyl-2,3-dihydro-1H-quinazolin-4-one FC=1C=C(C=CC1OC)C1=C(C=NN1)C1NC2=C(C=CC=C2C(N1)=O)C